N-[6-(6-fluoro-1,3-benzoxazol-2-yl)spiro[3.3]heptane-2-yl]-5-(trifluoromethyl)furan-2-carboxamide FC1=CC2=C(N=C(O2)C2CC3(CC(C3)NC(=O)C=3OC(=CC3)C(F)(F)F)C2)C=C1